(1,1':2',1'':2'',1'''-quaterphenyl-5'-yl)-(phenanthren-9-yl)amine C1(=CC=CC=C1)C=1C(=CC=C(C1)NC=1C2=CC=CC=C2C=2C=CC=CC2C1)C=1C(=CC=CC1)C1=CC=CC=C1